FC1=CC=C(C=C1)[C@@H]1CN(CC1)C(=O)C1=CC=C(C=C1)OC[C@@H](CC1=NN=NN1)O ((R)-3-(4-fluorophenyl)pyrrolidin-1-yl)(4-((R)-2-hydroxy-3-(1H-tetrazol-5-yl)propoxy)phenyl)methanone